CN1C(CC(CC1(C)C)NC1CC(N(C(C1)(C)C)C)(C)C)(C)C N-(1,2,2,6,6-pentamethyl-4-piperidyl)-1,2,2,6,6-pentamethyl-4-piperidylamine